[F-].C(CCCCCCCCCCC)[N+]1(CCCCC1)CC 1-Dodecyl-1-ethylpiperidinium fluorid